BrC1=CC(=C(C(=O)O)C=C1)C(C(C)C)=O 4-bromo-2-(2-methylpropanoyl)benzoic acid